ClC=1C(N(C=C(C1C)C=1NC2=CC=C(C=C2C1C(C)C)C1CCN(CC1)CCC)C)=O 3-chloro-5-(3-isopropyl-5-(1-propylpiperidin-4-yl)-1H-indol-2-yl)-1,4-dimethylpyridin-2(1H)-one